5-chloro-2-(4-fluoro-2-(methoxy-d3)benzyl)-N-(2-oxo-1,2-dihydropyridin-4-yl)-4-(trifluoromethyl)benzamide ClC=1C(=CC(=C(C(=O)NC2=CC(NC=C2)=O)C1)CC1=C(C=C(C=C1)F)OC([2H])([2H])[2H])C(F)(F)F